O([C@@H]1[C@H](O)[C@@H](O)[C@H](O)[C@H](O1)CO)[C@@]1(CO[C@@]2(CO)[C@@H](O)[C@H](O)[C@H](O2)CO)[C@@H](O)[C@H](O)[C@H](O1)CO beta-D-fructofuranosyl-(2→1)-beta-D-fructofuranosyl alpha-D-glucopyranoside